C(CCC)C1(C2=CC=CC=C2C=2C=CC(=CC12)C(C(C)N1CCOCC1)=O)CCCC 1-(9,9-dibutyl-9H-fluoren-2-yl)-2-morpholin-4-yl-propan-1-one